3,6-dimethyl-8-[(1R)-1-(2-methylsulfonylanilino)ethyl]-2-(4-pyridyl)quinazolin-4-one CN1C(=NC2=C(C=C(C=C2C1=O)C)[C@@H](C)NC1=C(C=CC=C1)S(=O)(=O)C)C1=CC=NC=C1